C(C)N1C(NC2=CC(=CC=C2C1=S)CN1CCN(CC1)C1=C(C(=C(C(=O)NC)C=C1)F)F)=O 4-(4-((3-ethyl-2-oxo-4-thioxo-1,2,3,4-tetrahydroquinazolin-7-yl)methyl)piperazin-1-yl)-2,3-difluoro-N-methylbenzamide